ClC1=C(CCC=CCC1)Cl.[Ru+2] ruthenium (II) dichloro(cycloocta-1,5-diene)